tert-butyl 2-(2,3-difluoro-4-(7-((3-(4-fluoropiperidin-1-yl)propyl)carbamoyl)benzo[d]imidazo[2,1-b]thiazol-2-yl)phenyl)pyrrolidine-1-carboxylate FC1=C(C=CC(=C1F)C=1N=C2SC3=C(N2C1)C=CC(=C3)C(NCCCN3CCC(CC3)F)=O)C3N(CCC3)C(=O)OC(C)(C)C